C(C)OC(=O)C1=NC(=NC(=C1)C(C)C)N(C(C)C)CC 2-(Ethyl-(isopropyl)amino)-6-isopropyl-pyrimidine-4-carboxylic acid ethyl ester